N(=[N+]=[N-])[C@H](C(=O)O)C (2S)-2-azidopropionic acid